2,4,6-triisopropyl-phenyl-magnesium bromide C(C)(C)C1=C(C(=CC(=C1)C(C)C)C(C)C)[Mg]Br